N1=C(C=CC=C1)C(=O)[O-].[Eu+3].N1=C(C=CC=C1)C(=O)[O-].N1=C(C=CC=C1)C(=O)[O-] europium picolinate